C(C)C1=NC=CN=C1CC 2,3-Diethyl-pyrazin